4-(tert-butylcarbonyl)aminopiperidine-4-carboxylic acid ethyl ester C(C)OC(=O)C1(CCNCC1)NC(=O)C(C)(C)C